COC([O-])=O.C(CCCCC)[N+](C)(CCCCCC)CCCCCC Trihexylmethylammonium methyl-carbonat